IN(S([O-])(=O)=O)I N,N-diiodosulfamate